NC1=NC2=CC=C(C=C2C=C1C)C(=O)N1[C@H](CC[C@@H](C1)C)C=1C=CC2=C(N=C(S2)C2CCN(CC2)C)C1 (2-amino-3-methylquinolin-6-yl)((2R,5S)-5-methyl-2-(2-(1-methylpiperidin-4-yl)benzo[d]thiazol-5-yl)piperidin-1-yl)methanone